(dimethylphenyl)phosphonium tetrakis(pentafluorophenyl)borate FC1=C(C(=C(C(=C1[B-](C1=C(C(=C(C(=C1F)F)F)F)F)(C1=C(C(=C(C(=C1F)F)F)F)F)C1=C(C(=C(C(=C1F)F)F)F)F)F)F)F)F.CC=1C(=C(C=CC1)[PH3+])C